tert-Butyl 4-[(1,3-Dioxoisoindolin-2-yl)methyl]-2-azabicyclo[2.1.1]hexane-2-carboxylate O=C1N(C(C2=CC=CC=C12)=O)CC12CN(C(C1)C2)C(=O)OC(C)(C)C